2-acetyl-5-trifluoromethoxy-1'-methyl-2H-spiro[benzo[d]isothiazole-3,3'-pyrrolidine]-2',5'-dione 1,1-dioxide C(C)(=O)N1S(C2=C(C=C(C=C2)OC(F)(F)F)C12C(N(C(C2)=O)C)=O)(=O)=O